OC1=C(C=CC=C1)C1=CC2=C(NC=3CCN(CCC32)C(=O)N3[C@@H](CN(C[C@@H]3C)C(=O)OC(C)(C)C)C)N=N1 tert-butyl (3R,5S)-4-(3-(2-hydroxyphenyl)-5,6,7,8,9,10-hexahydro-pyridazino[4',3':4,5]pyrrolo[2,3-d]azepine-7-carbonyl)-3,5-dimethyl-piperazine-1-carboxylate